N-((1-cyclohexyl-1H-pyrazol-5-yl)methyl)-N-methylcyanamide C1(CCCCC1)N1N=CC=C1CN(C#N)C